C1(CC1)NC(=O)C1=NN2C(NC(=C(C2C2=CC(=C(C=C2)C(F)(F)F)F)C(=O)NC=2C=C3C=CN=CC3=CC2)C)=C1 N2-cyclopropyl-7-(3-fluoro-4-(trifluoromethyl)phenyl)-N6-(isoquinolin-6-yl)-5-methyl-4,7-dihydroPyrazolo[1,5-a]Pyrimidine-2,6-dicarboxamide